(R)-N-((S)-1-(3,8-dichloroisoquinolin-5-yl)propyl)-2-methylpropan-2-sulfinamide ClC=1N=CC2=C(C=CC(=C2C1)[C@H](CC)N[S@](=O)C(C)(C)C)Cl